Cl.BrCCN1N=CN=C1 1-(2-bromoethyl)-1H-1,2,4-triazole hydrochloride